tert-butyl (R)-3-((7-bromo-6-chloro-8-fluoro-2-(((2R,7aS)-2-fluorotetrahydro-1H-pyrrolizin-7a(5H)-yl)methoxy)quinazolin-4-yl)(methyl)amino)pyrrolidine-1-carboxylate BrC1=C(C=C2C(=NC(=NC2=C1F)OC[C@]12CCCN2C[C@@H](C1)F)N([C@H]1CN(CC1)C(=O)OC(C)(C)C)C)Cl